OC=1C(=CC=2C(C3=CC=CC=C3C(C2C1O)=O)=O)S(=O)(=O)O 3,4-dihydroxy-9,10-anthraquinone-2-sulfonic acid